4-[4-(oxan-4-yl)phenyl]pyridin O1CCC(CC1)C1=CC=C(C=C1)C1=CC=NC=C1